C(C)OCOC1=C(C=CC(=C1)C#CC)C1=C(C=C(N=N1)N[C@H]1[C@H](CCCC1)O)C (1S,2R)-2-((6-(2-(ethoxymethoxy)-4-(prop-1-yn-1-yl)phenyl)-5-methylpyridazin-3-yl)amino)cyclohexan-1-ol